NC1=C(C=CC=C1)C1=C(C=CC=C1)OC 2-amino-2'-methoxy-1,1'-biphenyl